N1N=CC=2C=NC(=CC21)C2CC21CC1 1-(1H-pyrazolo[4,3-c]pyridin-6-yl)spiro[2.2]pentane